ClC1=CC(=C(C=N1)C1=NC=C(C=C1)C(C)(C)O)NC1CCC(CC1)CO 2-(6'-chloro-4'-(((1s,4s)-4-(hydroxymethyl)cyclohexyl)amino)-[2,3'-bipyridin]-5-yl)propan-2-ol